ethyl-1,3-dimethoxypropane C(C)C(CCOC)OC